3-(aminomethyl)hexane NCC(CC)CCC